CO[C@@H]1CN2C(OC1)=C(C=N2)[S@@](=O)(N)=NC(NC2=C1C(=NC(=C2C)C(F)(F)F)CCC1)=O |o1:11| (R) or (S)-(6R)-6-methoxy-N'-((3-methyl-2-(trifluoromethyl)-6,7-dihydro-5H-cyclopenta[b]pyridin-4-yl)carbamoyl)-6,7-dihydro-5H-pyrazolo[5,1-b][1,3]oxazine-3-sulfonimidamide